4-(2-Chloro-3-(6-methoxy-5-(((tetrahydro-2H-pyran-4-yl)amino)methyl)pyridin-2-yl)phenyl)-2-(3-methoxy-4-(((tetrahydro-2H-pyran-4-yl)amino)methyl)phenyl)nicotinonitrile ClC1=C(C=CC=C1C1=NC(=C(C=C1)CNC1CCOCC1)OC)C1=CC=NC(=C1C#N)C1=CC(=C(C=C1)CNC1CCOCC1)OC